gadolinium 2,2',2''-{10-[1-carboxy-2-{5-[2-(2-ethoxyethoxy)ethoxy] pyridin-2-yl}ethyl]-1,4,7,10-tetraazacyclododecane-1,4,7-triyl}triacetate C(=O)(O)C(CC1=NC=C(C=C1)OCCOCCOCC)N1CCN(CCN(CCN(CC1)CC(=O)[O-])CC(=O)[O-])CC(=O)[O-].[Gd+3]